O=S1(CC(CC1)NC1=C2C=CN(C2=CC=C1)CC(F)(F)F)=O 4-[(1,1-dioxo-1λ6-thiolan-3-yl)amino]-1-(2,2,2-trifluoroethyl)-1H-indol